6-amino-9-[(3S,4R)-1-{2-[1-(azetidin-3-yl)piperidin-4-yl]ethyl}-3-fluoropiperidin-4-yl]-7-(4-phenoxyphenyl)purin-8-one hydrochloride Cl.NC1=C2N(C(N(C2=NC=N1)[C@H]1[C@H](CN(CC1)CCC1CCN(CC1)C1CNC1)F)=O)C1=CC=C(C=C1)OC1=CC=CC=C1